FC(C1=NN=C(O1)C=1C=CC(=NC1)CN1N=NC(=C1)C=1C=C2CCN(CC2=CC1)C(=O)OC(C)(C)C)F tert-butyl 6-(1-((5-(5-(difluoromethyl)-1,3,4-oxadiazol-2-yl)pyridin-2-yl)methyl)-1H-1,2,3-triazol-4-yl)-3,4-dihydroisoquinolin-2(1H)-carboxylate